tert-Butyl 4-((5-(3-(allyloxy)-3-oxopropyl)-2,2-dimethyl-4,6-dioxo-1,3-dioxan-5-yl)methyl)benzoate C(C=C)OC(CCC1(C(OC(OC1=O)(C)C)=O)CC1=CC=C(C(=O)OC(C)(C)C)C=C1)=O